BrC1=CC=C(C=C1)N1CCN(CC1)CC(=O)OC(C)(C)C tert-butyl 2-(4-(4-bromophenyl)piperazin-1-yl)acetate